COP(=O)(OC)OCC([C@H](C[C@H]1C(N(CC1)C(=O)OC)=O)NC([C@@H](NC(=O)C=1NC2=CC=CC(=C2C1)OC)CC(C)C)=O)=O methyl (3S)-3-[(2S)-4-[(dimethoxyphosphoryl)oxy]-2-({N-[(4-methoxy-1H-indol-2-yl)carbonyl]-L-leucyl}amino)-3-oxobutyl]-2-oxopyrrolidine-1-carboxylate